C(C)(C)(C)C1=C(C=C(C=C1)NC([C@H](C1CCC(CC1)(F)F)NC(=O)[C@@H]1CNC(C1)=O)=O)F (3S)-N-((1S)-2-((4-tert-butyl-3-fluorophenyl)amino)-1-(4,4-difluorocyclohexyl)-2-oxoethyl)-5-oxopyrrolidine-3-carboxamide